imino-methyl-oxo-[2-(4-piperidyl)ethyl]-λ6-sulfane HCl Cl.N=S(CCC1CCNCC1)(=O)C